4-(5H-imidazo[5,1-a]isoindol-5-yl)-1-methylpiperidin-3-ol C=1N=CN2C1C1=CC=CC=C1C2C2C(CN(CC2)C)O